(2-hydroxyethyl)-1H-pyrazole-5-carboxamide OCCN1N=CC=C1C(=O)N